C(C1=CC=CC=C1)N1C=2N(C3=C(C1=O)CN(CC3)CC3=CC(=CC=C3)Cl)CCCN2 6-Benzyl-3-(3-chlorobenzyl)-1,2,3,4,6,8,9,10-octahydro-5H-pyrido[3,4-e]pyrimido[1,2-a]pyrimidin-5-one